2-(3-(3-(4-methyl-4H-1,2,4-triazol-3-yl)thietan-3-yl)phenyl)-6-(((1-methylcyclobutyl)amino)methyl)-4-(trifluoromethyl)isoindolin-1-one formate C(=O)O.CN1C(=NN=C1)C1(CSC1)C=1C=C(C=CC1)N1C(C2=CC(=CC(=C2C1)C(F)(F)F)CNC1(CCC1)C)=O